6-morpholino-2-(trifluoromethyl)quinazoline-4-thiol O1CCN(CC1)C=1C=C2C(=NC(=NC2=CC1)C(F)(F)F)S